m-phenoxybenzyl bromide O(C1=CC=CC=C1)C=1C=C(CBr)C=CC1